1-[3-[4-[3-[3-amino-6-(2-hydroxyphenyl)pyridazin-4-yl]-3,8-diazabicyclo[3.2.1]octan-8-yl]-2-pyridyl]prop-2-ynyl]-4-(methoxymethyl)azepan-4-ol NC=1N=NC(=CC1N1CC2CCC(C1)N2C2=CC(=NC=C2)C#CCN2CCC(CCC2)(O)COC)C2=C(C=CC=C2)O